N-(4-(tert-butyl)phenyl)-4-(3-chloropyridin-2-yl)piperazine-1-formamide C(C)(C)(C)C1=CC=C(C=C1)NC(=O)N1CCN(CC1)C1=NC=CC=C1Cl